Imidazo[1,2-b]Pyridazine-3-Carboxylic acid ethyl ester C(C)OC(=O)C1=CN=C2N1N=CC=C2